tert-butyl N-[5-ethylsulfonyl-6-[3-methyl-6-(trifluoromethyl) imidazo[4,5-c]pyridin-2-yl]-3-pyridinyl]-N-methyl-carbamate C(C)S(=O)(=O)C=1C=C(C=NC1C1=NC2=C(C=NC(=C2)C(F)(F)F)N1C)N(C(OC(C)(C)C)=O)C